N1C=CC2=C(C=CC=C12)CN1C(C(=CC(=C1)C(=O)NC1CC(C1)F)C(=O)NC)=O 1-((1H-indol-4-yl)methyl)-N5-(3-fluorocyclobutyl)-N3-methyl-2-oxo-1,2-dihydropyridine-3,5-dicarboxamide